CC1(C(CC=C1C)CCC(CC)C)C 5-(2,2,3-trimethyl-3-cyclopentenyl)-3-methylpentan